ClC1=CC=C2C(NC(=NC2=C1Cl)NC1=CC(=CC(=C1)Cl)Cl)=O 7,8-dichloro-2-((3,5-dichlorophenyl)amino)quinazoline-4(3H)-One